O=C(CC(=O)OC)C1C(C1(C)C)(C)C methyl 3-oxo-3-(2,2,3,3-tetramethylcyclopropyl)propanoate